2-[4-[3-Oxo-3-(4-pyrrolidin-1-ylsulfonylphenyl)prop-1-enyl]phenoxy]acetic acid O=C(C=CC1=CC=C(OCC(=O)O)C=C1)C1=CC=C(C=C1)S(=O)(=O)N1CCCC1